(S)-alpha-methyl-Aspartic Acid C[C@](N)(CC(=O)O)C(=O)O